NC1=NN(C=C1C=1C=C2CCNC(C2=CC1)=O)C1=CC=CC(=N1)NC(C=C)=O N-(6-(3-amino-4-(1-oxo-1,2,3,4-tetrahydroisoquinolin-6-yl)-1H-pyrazol-1-yl)pyridin-2-yl)acrylamide